O(C(CC1=C(C=CC(=C1)C)S(=O)(=O)[O-])C)C(CC1=C(C=CC(=C1)C)S(=O)(=O)[O-])C Oxybis(propane-2,1-diyl)bis(4-methylbenzenesulfonate)